C(C)(=O)N1[C@H](CCC1)CC(=O)N1[C@@H](C[C@H](C1)F)C(=O)N[C@H](C1=CC=C(C=C1)C(C)C)C1=CC=CC=C1 (2S,4R)-1-{2-[(2R)-1-acetylpyrrolidin-2-yl]acetyl}-4-fluoro-N-[(S)-phenyl[4-(propan-2-yl)phenyl]methyl]pyrrolidine-2-carboxamide